C(C)OC(C(=O)N(C)OC)OCC 2,2-diethoxy-N-methoxy-N-methyl-acetamide